3-chloro-4-(3-cyclopropyl-3-(dimethylamino)pyrrolidin-1-yl)-2,6-difluoro-N-(6-fluoropyridin-2-yl)benzenesulfonamide ClC=1C(=C(C(=CC1N1CC(CC1)(N(C)C)C1CC1)F)S(=O)(=O)NC1=NC(=CC=C1)F)F